9'-fluoro-7'-carbonyl-2,3,3',5,6,7'-hexahydro-1'H-spiro[pyran-4,2'-pyrido[3,2,1-ij]quinoline]-5'-carboxylic acid methyl ester COC(=O)C1=CC(C=2C=C(C=C3CC4(CN1C23)CCOCC4)F)=C=O